5-cyclopropyl-12-methoxy-1-(3-methoxypropyl)-9-oxo-1,4,5,9-tetrahydropyrido[2,1-a]Pyrrolo[3,2-f]Isoquinoline-8-carboxylic acid C1(CC1)C1N2C(C=3C=C(C4=C(C3C1)C=CN4CCCOC)OC)=CC(C(=C2)C(=O)O)=O